NCC1CN(CC1)C(CNC(C1=C(C=C(C=C1)NC=1C=2N(C=CN1)C(=CN2)C=2C(=NN(C2)CC(F)F)C(F)(F)F)CC)=O)=O N-[2-[3-(aminomethyl)pyrrolidin-1-yl]-2-oxo-ethyl]-4-[[3-[1-(2,2-difluoroethyl)-3-(trifluoromethyl)pyrazol-4-yl]imidazo[1,2-a]pyrazin-8-yl]amino]-2-ethyl-benzamide